pyrazolopyrimidinyl-pyrazole N1N=C(C2=C1C=NC=N2)C2=NNC=C2